FC1(C2=CC=CC=C2C=2C=C(C=CC12)C(=O)NCC(=O)N1[C@@H](CC(C1)=C(F)F)C(=O)OC)F methyl (S)-1-((9,9-difluoro-9H-fluorene-3-carbonyl)glycyl)-4-(difluoromethylene)pyrrolidine-2-carboxylate